N-nitrosoaniline aluminum salt [Al].N(=O)NC1=CC=CC=C1